N-tert-Butoxycarbonyl-7-fluoro-2-(2,4-difluorophenyl)-4-(tert-butyldimethylsilyloxy)-1,2-dihydroquinoline-5-carboxylic acid methyl ester COC(=O)C=1C=2C(=CC(N(C2C=C(C1)F)C(=O)OC(C)(C)C)C1=C(C=C(C=C1)F)F)O[Si](C)(C)C(C)(C)C